F[C@@H]1CN(CC1)CC1=CC2=C(C(N(C=C2C(F)(F)F)C2=CC(=CC=C2)C2(CC(C2)OC)C2=NN=CN2C)=O)N1 (S)-2-((3-fluoropyrrolidin-1-yl)methyl)-6-(3-(3-methoxy-1-(4-methyl-4H-1,2,4-triazol-3-yl)cyclobutyl)phenyl)-4-(trifluoromethyl)-1,6-dihydro-7H-pyrrolo[2,3-c]pyridin-7-one